3-(5-(((Trans-3-(4-(6-aminopyridin-2-yl)-3-cyclopropyl-1H-pyrazol-1-yl)cyclobutyl)methyl)amino)-1-oxoisoindolin-2-yl)piperidine-2,6-dione NC1=CC=CC(=N1)C=1C(=NN(C1)[C@@H]1C[C@H](C1)CNC=1C=C2CN(C(C2=CC1)=O)C1C(NC(CC1)=O)=O)C1CC1